N[C@H](C(=O)O)CC1=CC(=CC=C1)C(N)=O (S)-2-amino-3-(3-carbamoylphenyl)propanoic acid